CC1(CN(CCC1=O)C(=O)OCC1=CC=CC=C1)C(=O)OCC 1-benzyl 3-ethyl 3-methyl-4-oxopiperidine-1,3-dicarboxylate